(rac)-((1s,3s)-3-hydroxy-3-methylcyclobutyl)(6-(4,5,6,7-tetrahydropyrazolo[1,5-a]pyridin-2-yl)-2-azaspiro[3.4]oct-2-yl)methanone OC1(CC(C1)C(=O)N1CC2(C1)C[C@@H](CC2)C2=NN1C(CCCC1)=C2)C |r|